C(C1=CC=CC=C1)NC(=O)C12NCC3C(C1N(CC2C3)CC3=CC=C(C=C3)O)CC3=CC=CC=C3 N,7-dibenzyl-1-(4-hydroxybenzyl)octahydro-3aH-3,6-methanopyrrolo[3,2-b]pyridine-3a-carboxamide